ClC1=CC(=C(C=C1)SCC#N)C 2-(4-chloro-2-methylphenyl)sulfanylacetonitrile